FC1=C(C=CC(=C1)[N+](=O)[O-])N1CCCCC1 1-(2-fluoro-4-nitrophenyl)piperidine